(2S,6R)-N-((S)-1-cyano-2-(2-fluoro-4-(3-methyl-2-oxo-2,3-dihydrobenzo[d]oxazol-5-yl)phenyl)ethyl)-6-(methylamino)-1,4-oxazepan-2-carboxamide C(#N)[C@H](CC1=C(C=C(C=C1)C=1C=CC2=C(N(C(O2)=O)C)C1)F)NC(=O)[C@H]1OC[C@@H](CNC1)NC